(4-(benzo[d][1,3]dioxol-5-yl)pyrrolo[2,1-f][1,2,4]triazine-6-yl)(piperidin-1-yl)methanone O1COC2=C1C=CC(=C2)C2=NC=NN1C2=CC(=C1)C(=O)N1CCCCC1